1,3-dipropyltrimethyldisilazane C(CC)[Si](N([SiH2]CCC)C)(C)C